5-chloro-N-(2,4-dimethoxybenzyl)-2-fluoro-4-((1-(3-fluorophenyl)ethyl)amino)-N-(thiazol-2-yl)benzenesulfonamide ClC=1C(=CC(=C(C1)S(=O)(=O)N(C=1SC=CN1)CC1=C(C=C(C=C1)OC)OC)F)NC(C)C1=CC(=CC=C1)F